4-fluorothiophene-3-carbaldehyde FC=1C(=CSC1)C=O